C[N+]1=CN(C2=C1C=C(C=C2)C)C 1,3,6-trimethylbenzimidazolium